C(C=C)(=O)N1CC2(C1)CN(CC2)C2=NC(=NC(=C2C#N)C2=C1C=NNC1=CC=C2C)OCCC(=O)N(C)C 3-((4-(2-acryloyl-2,6-diazaspiro[3.4]octan-6-yl)-5-cyano-6-(5-methyl-1H-indazol-4-yl)pyrimidin-2-yl)oxy)-N,N-dimethylpropanamide